(R,R)-2-methylpropane-2-sulfinic acid 1-(naphthalen-1-yl)ethylamide C1(=CC=CC2=CC=CC=C12)[C@@H](C)N[S@](=O)C(C)(C)C